C1(CC1)CN1C=NC=C1CN1C=NC2=C1C=C(C=C2)C(=O)O 1-((1-(cyclopropylmethyl)-1H-imidazol-5-yl)methyl)-1H-benzo[d]imidazole-6-carboxylic acid